(2s,4r)-1-tert-butoxycarbonyl-4-[[6-(trifluoromethyl)-3-pyridinyl]methyl]pyrrolidine-2-carboxylic acid C(C)(C)(C)OC(=O)N1[C@@H](C[C@H](C1)CC=1C=NC(=CC1)C(F)(F)F)C(=O)O